1,2-bis(4,7-dimethyl-1,4,7-triazacyclononane-1-yl)-ethane CN1CCN(CCN(CC1)C)CCN1CCN(CCN(CC1)C)C